4-bromo-N-[(3-chlorophenyl)methyl]aniline BrC1=CC=C(NCC2=CC(=CC=C2)Cl)C=C1